ClC1=CC2=C(N(CN=C2N2[C@H](CNCC2)C)C2=C(C=CC=C2)C(C)C)N=C1N1CCCCC1 (S)-6-chloro-1-(2-isopropylphenyl)-4-(2-methylpiperazin-1-yl)-7-(piperidin-1-yl)pyrido[2,3-d]pyrimidin